N(=[N+]=[N-])C=1C=C(C(=O)NC2=CC(=NN2C)C2=CC=C(C=C2)NC(C2=C(C=CC=C2)OCC#C)=O)C=CC1 N-(4-(5-(3-Azidobenzamido)-1-methyl-1H-pyrazol-3-yl)phenyl)-2-(prop-2-yn-1-yloxy)benzamide